N-(4-amino-1H-pyrazolo[4,3-c]pyridin-7-yl)-N'-benzyl-N'-(pyrazol-1-ylmethyl)oxamide NC1=NC=C(C2=C1C=NN2)NC(=O)C(=O)N(CN2N=CC=C2)CC2=CC=CC=C2